6-Chloro-3-[(1R)-1-[3,6-dimethyl-2-(2-methylthiazolo[5,4-b]pyridin-5-yl)-4-oxo-chromen-8-yl]ethoxy]pyridine-2-carboxamide ClC1=CC=C(C(=N1)C(=O)N)O[C@H](C)C=1C=C(C=C2C(C(=C(OC12)C1=CC=C2C(=N1)SC(=N2)C)C)=O)C